C1(=CC=CC=C1)C1=CC(=C2C(=N1)CCC2)N 2-phenyl-5H,6H,7H-cyclopenta[b]pyridin-4-amine